CC1=NC=CC(=C1)C1=CC=2C=NC(=CC2N1COCC[Si](C)(C)C)N[C@H]1COCCC1 (R)-2-(2-methylpyridin-4-yl)-N-(tetrahydro-2H-pyran-3-yl)-1-((2-(trimethylsilyl)ethoxy)methyl)-1H-pyrrolo[3,2-c]pyridin-6-amine